C[C@@H](CC=O)NC([O-])=O ((S)-1-methyl-3-oxopropyl)carbamate